FC1=CC=C(C=C1)C(=O)N1[C@@H](C=2N(CC1)C(=NN2)C2=NC(=NS2)N(C)C(C)C)C (R)-(4-Fluorophenyl)(3-(3-(isopropyl(methyl)amino)-1,2,4-thiadiazol-5-yl)-8-methyl-5,6-Dihydro-[1,2,4]triazolo[4,3-a]pyrazin-7(8H)-yl)methanone